N-[2-(2-chloro-4-methylphenyl)-2,2-difluoroethyl]-5-[(3-cyclopropyl-2-fluorophenyl)sulfonyl]-2-methylpyrimidine-4-carboxamide ClC1=C(C=CC(=C1)C)C(CNC(=O)C1=NC(=NC=C1S(=O)(=O)C1=C(C(=CC=C1)C1CC1)F)C)(F)F